NC1=C(N=C2N1C=CC(=C2C2=C(C=CC(=C2)F)OC)F)C(=O)NCCC 3-Amino-7-fluoro-8-(5-fluoro-2-methoxyphenyl)-N-propylimidazo[1,2-a]pyridine-2-carboxamide